C12CN(CC2NC1)C1=NC=C(C(=N1)NC=1C=C2C=NNC2=CC1)F N-(2-(3,6-diazabicyclo[3.2.0]hept-3-yl)-5-fluoropyrimidin-4-yl)-1H-indazol-5-amine